C(C)(C)(C)C1=CC=C(C=C1)C[C@H](CN1C[C@H](O[C@H](C1)C)C)C |&1:11| (±)-cis-4-[3-(4-tert-butylphenyl)-2-methylpropyl]-2,6-dimethylmorpholine